CC1=NN(C(C1)=O)C1=C(C#N)C=CC=C1 2-(3-methyl-5-oxo-4,5-dihydro-1H-pyrazol-1-yl)benzonitrile